FC=1C=C(C#N)C=C(C1)C=1CCN(CC1)C(CCC=1NC(C2=CC(=CC=C2C1)F)=O)=O 3-fluoro-5-(1-(3-(7-fluoro-1-oxo-1,2-dihydroisoquinolin-3-yl)propanoyl)-1,2,3,6-tetrahydropyridin-4-yl)benzonitrile